FC1=C(C=CC(=C1)C=1C=NNC1)C1CCN(CC1)C(CC(C)(C)O)=O 1-(4-(2-fluoro-4-(1H-pyrazol-4-yl)phenyl)piperidin-1-yl)-3-hydroxy-3-methylbutan-1-one